FC1=CC(=CC2=C1N=C(O2)N2CC1(CC2)CCN(CC1)C)B1OC(C(O1)(C)C)(C)C 4-fluoro-2-(8-methyl-2,8-diazaspiro[4.5]decan-2-yl)-6-(4,4,5,5-tetramethyl-1,3,2-dioxaborolan-2-yl)-1,3-benzoxazole